COC(=O)C=1NC=C(C1C)I 4-iodo-3-methyl-1H-pyrrole-2-carboxylic acid methyl ester